ClC1=CC(=NC=C1OC1=CC=CC=C1)NC1=NC=NC2=CC=C(C=C12)N1CCN(CC1)C(=O)OC(C)(C)C tert-butyl 4-[4-[(4-chloro-5-phenoxy-2-pyridyl)amino]quinazolin-6-yl]piperazine-1-carboxylate